(4aR,6R,7R,8R,8aR)-8-(4-(4-Chloro-3,5-difluorophenyl)-1H-1,2,3-triazol-1-yl)-7-hydroxy-2-phenylhexahydropyrano[3,2-d][1,3]dioxine-6-carboxamide ClC1=C(C=C(C=C1F)C=1N=NN(C1)[C@@H]1[C@H]([C@@H](O[C@H]2[C@@H]1OC(OC2)C2=CC=CC=C2)C(=O)N)O)F